N1C(=NC2=C1C=CC=C2)C2CCN(CC2)C(=O)C=2C=C1C=NN(C1=CC2)C2=CC(=CC=C2)F (4-(1H-benzo[d]imidazol-2-yl)piperidin-1-yl)(1-(3-fluorophenyl)-1H-indazol-5-yl)methanone